5-[4-hydroxy-1H,2H,3H-pyrrolo[3,4-c]pyridin-2-yl]-4-(trifluoromethyl)-2-[[2-(trimethylsilyl)ethoxy]methyl]-2,3-dihydropyridazin-3-one OC1=NC=CC2=C1CN(C2)C2=C(C(N(N=C2)COCC[Si](C)(C)C)=O)C(F)(F)F